C=1(C(=CC=C2C=CC=CC12)S(=O)(=O)[O-])S(=O)(=O)OCCCCCCCCCCCC Dodecyl naphthalenedisulfonate